6-methyl-2-(2-(6-methylpyridin-2-yl)-5,6-dihydro-cyclopenta[d]imidazol-1(4H)-yl)imidazo[2,1-b][1,3,4]thiadiazole CC=1N=C2SC(=NN2C1)N1C(=NC2=C1CCC2)C2=NC(=CC=C2)C